C(C)C=CCC(=O)O.C(C)(=O)OC=C.C=C ethylene vinyl acetate (ETHYL VINYL ACETATE)